FN(C1=NON=C1C=1C(=NON1)N(CC([N+](=O)[O-])[N+](=O)[O-])F)CC([N+](=O)[O-])[N+](=O)[O-] 3,3'-bis(fluorodinitroethylamino)-4,4'-bifurazan